NC1=NC(=C(C#N)C=C1C)C=1C=C2CN(C(C2=CC1)=O)C1C(NC(CC1)=O)=O 6-amino-2-(2-(2,6-dioxopiperidin-3-yl)-1-oxoisoindolin-5-yl)-5-methylnicotinonitrile